ClC=1C=NC(=NC1)OC1=C(C=C(C=C1)C)C1=CC(=NC=C1)C(F)(F)F 5-Chloro-2-[4-methyl-2-[2-(trifluoromethyl)-4-pyridinyl]phenoxy]pyrimidine